ClC=1C(NC(N([C@H]2C[C@H](O)[C@@H](CO)O2)C1)=O)=O 5-chloro-2'-deoxyuridine